5-[4-[(5-methyl-2-pyridyl)amino]cyclohexoxy]-7-morpholino-1,6-naphthyridin-3-ol CC=1C=CC(=NC1)NC1CCC(CC1)OC1=C2C=C(C=NC2=CC(=N1)N1CCOCC1)O